F[P-](F)(F)(F)(F)F.FC1=CC=C(C=C1)C1=NC=CC=C1.FC1=CC=C(C=C1)C1=NC=CC=C1 bis[2-(4-fluorophenyl)pyridine] hexafluorophosphate